(l)-2-[[3-[3-(trifluoromethyl)phenyl]imidazo[1,2-b]pyridazin-6-yl]amino]-6-azaspiro[3.4]octane-6-carboxylic acid tert-butyl ester C(C)(C)(C)OC(=O)N1CC2(CC(C2)NC=2C=CC=3N(N2)C(=CN3)C3=CC(=CC=C3)C(F)(F)F)CC1